tert-Butyl (3-cyano-4-(3-(3-(dimethylamino)-3-(hydroxymethyl)pyrrolidin-1-yl)-5-fluoro-7,9-dihydrofuro[3,4-f]quinazolin-6-yl)-5-fluorobenzo[b]thiophen-2-yl)carbamate C(#N)C=1C2=C(SC1NC(OC(C)(C)C)=O)C=CC(=C2C=2C1=C(C=3C=NC(=NC3C2F)N2CC(CC2)(CO)N(C)C)COC1)F